(Z)-4-[2-[4-benzyloxy-6-(hydroxymethyl)pyrazolo[3,4-d]pyrimidin-1-yl]-5-fluoro-phenoxy]-3-fluoro-but-2-en-1-ol C(C1=CC=CC=C1)OC1=C2C(=NC(=N1)CO)N(N=C2)C2=C(OC/C(=C/CO)/F)C=C(C=C2)F